ClC1=CN2CCCC2=C1C(=O)OC methyl 6-chloro-2,3-dihydro-1H-pyrrolizine-7-carboxylate